FC(C[C@@H](C(=O)NCCC(C)C)NC(=O)[C@@H]1[C@H](O1)C(=O)OCC)(F)F ethyl (2S,3S)-3-(((S)-4,4,4-trifluoro-1-(isopentylamino)-1-oxobutan-2-yl)carbamoyl)oxirane-2-carboxylate